(S)-3-((4-amino-1-methyl-1H-pyrazol-5-yl)oxy)-2-((tert-butoxycarbonyl)amino)propanoic acid NC=1C=NN(C1OC[C@@H](C(=O)O)NC(=O)OC(C)(C)C)C